C1(CC1)NCCC1=NC=C(C=C1[C@H]1N(CCC1)C1=NC=2N(C=C1)N=CC2C(=O)OCC)F ethyl (S)-5-(2-(2-(2-(cyclopropylamino)ethyl)-5-fluoropyridin-3-yl)pyrrolidin-1-yl)pyrazolo[1,5-a]pyrimidine-3-carboxylate